4-((2-methyl-1-(p-chlorophenyl)-1,2,3,4-tetrahydroisoquinolin-6-yl)oxy)aniline CN1C(C2=CC=C(C=C2CC1)OC1=CC=C(N)C=C1)C1=CC=C(C=C1)Cl